2-(4-((4-((2-Amino-4-phenylthiazol-5-yl)oxy)pyridin-2-yl)amino)pyridin-2-yl)propan-2-ol NC=1SC(=C(N1)C1=CC=CC=C1)OC1=CC(=NC=C1)NC1=CC(=NC=C1)C(C)(C)O